di(p-methoxybenzylidene)cyclopentanone COC1=CC=C(C=C2C(C(CC2)=O)=CC2=CC=C(C=C2)OC)C=C1